NC=1C(=C(C=CC1)C=1NC(=C2N(C1)C(C(=N2)CC=2OC=CC2)=O)CC2=C(C=CC=C2)F)F 6-(3-amino-2-fluorophenyl)-8-(2-fluorobenzyl)-2-(furan-2-ylmethyl)imidazo[1,2-a]pyrazin-3(7H)-one